(S)-N-(4-(4-methylpiperazin-1-yl)phenyl)-4-(3-(pyridin-3-yl)isoxazolidin-2-yl)-7H-pyrrolo[2,3-d]pyrimidin-2-amine CN1CCN(CC1)C1=CC=C(C=C1)NC=1N=C(C2=C(N1)NC=C2)N2OCC[C@H]2C=2C=NC=CC2